[Cl-].[Cl-].[Ti+2].CC1=C(NP(C2=CC=CC=C2)C2=CC=CC=C2)C(=CC(=C1)C)C 2,4,6-trimethylanilinodiphenyl-phosphine titanium dichloride